ClC=1C=C(C=NC1)C1CC1 2-(5-chloropyridin-3-yl)cyclopropane